(2R,4S)-4-fluoro-N-[4-(1-methylpyrazol-3-yl)phenyl]pyrrolidine-2-carboxamide F[C@H]1C[C@@H](NC1)C(=O)NC1=CC=C(C=C1)C1=NN(C=C1)C